C(C)(C)(C)OC(=O)N1CCC(CC1)(O)C(=O)C=1C(=NC=CC1)F 4-(2-fluoropyridine-3-carbonyl)-4-hydroxypiperidine-1-carboxylic acid tert-butyl ester